5-(cyclohex-1-en-1-yl)-N-(3-(1-methyl-1H-1,2,4-triazol-3-yl)phenyl)pyrazolo[1,5-a]pyrimidine-3-carboxamide C1(=CCCCC1)C1=NC=2N(C=C1)N=CC2C(=O)NC2=CC(=CC=C2)C2=NN(C=N2)C